[Pd].C(C)(C)(C)OC(=O)N1CC(CC1)C1=CNC=2C1=NC=CC2 3-(1H-pyrrolo[3,2-b]pyridin-3-yl)pyrrolidine-1-carboxylic acid tert-butyl ester Palladium